2-(4-methoxyphenyl)-4,4-dimethyl-4,5-dihydro-1,3-oxazole COC1=CC=C(C=C1)C=1OCC(N1)(C)C